(6-bromo-2-nitro-3-((tetrahydro-2H-pyran-4-yl)amino)phenyl)methanol BrC1=CC=C(C(=C1CO)[N+](=O)[O-])NC1CCOCC1